4,6-dichloro-N-ethyl-1,3,5-triazin-2-amine ClC1=NC(=NC(=N1)Cl)NCC